1-cyclopropyl-3-(2-methylthio-4-trifluoromethyl-phenyl)propane-1,3-dione C1(CC1)C(CC(=O)C1=C(C=C(C=C1)C(F)(F)F)SC)=O